6-((3-aminopyridin-2-yl)amino)-4-(cyclobutylamino)nicotinonitrile NC=1C(=NC=CC1)NC1=NC=C(C#N)C(=C1)NC1CCC1